(5-(2-chloro-4-(trifluoromethyl)phenoxy)-2-nitrobenzoyl)-4-hydroxybicyclo[3.2.1]oct-3-en-2-one ClC1=C(OC=2C=CC(=C(C(=O)C34C(C=C(C(CC3)C4)O)=O)C2)[N+](=O)[O-])C=CC(=C1)C(F)(F)F